OB1OCC2=C1C=C(C=C2)C(=O)N(CC(=O)O)[C@@H]2[C@H](CCCC2)NC(=O)C=2C=CC1=C(B(OC1)O)C2 N-(1-hydroxy-1,3-dihydrobenzo[c][1,2]oxaborole-6-carbonyl)-N-((1S,2S)-2-(1-hydroxy-1,3-dihydrobenzo[c][1,2]oxaborole-6-carboxamido)cyclohexyl)glycine